4-((3-(1-Cyclopropyl-1H-pyrazol-4-yl)phenyl)((4-(4-methoxy-3-methyl-phenyl)bicyclo-[2.2.2]octan-1-yl)-methyl)carbamoyl)-cyclohexyl (2-hydroxyethyl)trans-carbamate OCCNC(OC1CCC(CC1)C(N(CC12CCC(CC1)(CC2)C2=CC(=C(C=C2)OC)C)C2=CC(=CC=C2)C=2C=NN(C2)C2CC2)=O)=O